methyl-2-(cyanomethyl)-3-(4-methoxyphenyl)-3H-imidazo[4,5-b]pyridine-6-carboxylic acid CC1=C(C=C2C(=N1)N(C(=N2)CC#N)C2=CC=C(C=C2)OC)C(=O)O